(2R,3S,5R)-5-(6-amino-2-fluoro-9H-purin-9-yl)-2-((((S)-(((S)-1-(2-ethylbutoxy)-1-oxo-3-phenylpropan-2-yl)amino)(phenoxy)phosphoryl)oxy)methyl)-2-ethynyltetrahydrofuran-3-yl palmitate C(CCCCCCCCCCCCCCC)(=O)O[C@@H]1[C@@](O[C@H](C1)N1C2=NC(=NC(=C2N=C1)N)F)(C#C)CO[P@](=O)(OC1=CC=CC=C1)N[C@H](C(=O)OCC(CC)CC)CC1=CC=CC=C1